FC1(OC2=C(O1)C=CC(=C2)NC2=NC=C(C(=N2)N2C=C(C=C2)C(=O)N)C)F 1-(2-((2,2-difluoro-benzo[d][1,3]dioxol-5-yl)amino)-5-methylpyrimidin-4-yl)-1H-pyrrole-3-carboxamide